(1R,5S,6r)-6-(1-methyl-1H-pyrazol-5-yl)-3-azabicyclo[3.1.0]hexane hydrochloride salt Cl.CN1N=CC=C1C1[C@H]2CNC[C@@H]12